NC1=C(C=CC(=N1)NC(C(C)(C)C)=O)SC([2H])([2H])[2H] N-(6-amino-5-((methyl-d3)-thio)pyridin-2-yl)pivalamide